C(C)OC([C@@H](N1C(CCC1)=O)CC)=O (S)-α-ethyl-2-oxo-1-pyrrolidineacetic acid ethyl ester